C1(CC1)C=1C=C(C(=O)N=C2NCCN2)C=CC1NC1=C(C(=CC=C1)C(NCCC(C)C)=O)OC 3-cyclopropyl-N-[(2Z)-imidazolidin-2-ylidene]-4-({2-methoxy-3-[(3-methylbutyl)carbamoyl]phenyl}amino)benzamide